6-bromo-N-(2-chloro-5-(trifluoromethyl)pyrimidin-4-yl)quinolin-2-amine BrC=1C=C2C=CC(=NC2=CC1)NC1=NC(=NC=C1C(F)(F)F)Cl